FCC(C(=O)OCC)(S(=O)(=O)C)C ethyl 3-fluoro-2-methyl-2-methylsulfonyl-propanoate